O=C1N(C(CC1C(=O)OC)C(F)(F)F)C(=O)OC(C)(C)C 1-(tert-butyl) 3-methyl 2-oxo-5-(trifluoromethyl)pyrrolidine-1,3-dicarboxylate